COC1=CC=C(C=C1)C(CN1N=NC(=C1)C1=CC(=C(C(=C1)OC)OC)OC)=O 1-(4-methoxyphenyl)-2-(4-(3,4,5-trimethoxyphenyl)-1H-1,2,3-triazol-1-yl)ethan-1-one